1,2-bis(tert-butylperoxyisopropyl)benzene C(C)(C)(C)OOC(C)(C)C1=C(C=CC=C1)C(C)(C)OOC(C)(C)C